(S)-4-(9-(3-Aminopyrrolidin-1-yl)-5,6,7,8-tetrahydroacridin-2-yl)-N-(4-(pyrrolidin-1-ylsulfonyl)phenyl)pyridin-2-amine N[C@@H]1CN(CC1)C=1C=2CCCCC2N=C2C=CC(=CC12)C1=CC(=NC=C1)NC1=CC=C(C=C1)S(=O)(=O)N1CCCC1